N1(N=CC=C1)CCNC(=O)C1=NC(=C(N=C1N)C=1OC=CN1)C=1C=CC=2N(C1)C(=CN2)C N-(2-(1H-pyrazol-1-yl)ethyl)-3-amino-6-(3-methylimidazo[1,2-a]pyridin-6-yl)-5-(oxazol-2-yl)pyrazine-2-carboxamide